1-[6-[(3s,4r)-1-(1,6-dimethylpyrazolo[3,4-b]pyridin-4-yl)-3-methyl-4-piperidinyl]-5-methyl-3-pyridinyl]-3-methyl-azetidin-3-amine CN1N=CC=2C1=NC(=CC2N2C[C@H]([C@@H](CC2)C2=C(C=C(C=N2)N2CC(C2)(N)C)C)C)C